C1(CC1)C1=CC=C(C=C1)C=1C=C(C(=NC1)C1=CC2=NC=C(C=C2N1)C(F)(F)F)S(=O)(=O)CC 5-(4-cyclopropylphenyl)-3-(ethylsulfonyl)-2-[6-(trifluoromethyl)-1H-pyrrolo[3,2-b]pyridin-2-yl]pyridine